CSC1=NC=CC(N1)=O 2-(methylthio)pyrimidin-4(3H)-one